[Na+].N=1N(N=NC1)C(=O)[O-] tetrazol-2-carboxylate sodium salt